5-[4,6-difluoro-1-(2-trimethylsilylethoxymethyl)indol-5-yl]oxy-2-fluoro-benzamidine FC1=C2C=CN(C2=CC(=C1OC=1C=CC(=C(C(=N)N)C1)F)F)COCC[Si](C)(C)C